tert-Butyl (2R,5S)-4-(6-chloro-7-(2-fluorophenyl)-2,2-dioxido-1H-pyrido[2,3-c][1,2,6]thiadiazin-4-yl)-2,5-dimethylpiperazine-1-carboxylate ClC1=CC2=C(NS(N=C2N2C[C@H](N(C[C@@H]2C)C(=O)OC(C)(C)C)C)(=O)=O)N=C1C1=C(C=CC=C1)F